2-((2-(4-chlorophenyl)Azolo[4,5-c]Quinolin-4-yl)oxy)-N,N-dimethylethylamine ClC1=CC=C(C=C1)C=1NC2=C(C(=NC=3C=CC=CC23)OCCN(C)C)C1